FC1=CC=C(C=C1)[C@@H]1N(CCC2=CC=CC=C12)C(=O)NC12CC(C1)(C2)N2CCCC2 (S)-1-(4-fluorophenyl)-N-(3-(pyrrolidin-1-yl)bicyclo[1.1.1]pentan-1-yl)-3,4-dihydroisoquinoline-2(1H)-carboxamide